CC1=C(C(NC(=C1)C)=O)CNC(=O)C1=C2C=CN(C2=CC(=C1)C1=CC=C(C=C1)C1=NC2=C(N1)C=CC=C2C(=O)N)C(C)C 2-(4-(4-(((4,6-dimethyl-2-oxo-1,2-dihydropyridin-3-yl)methyl)carbamoyl)-1-isopropyl-1H-indol-6-yl)phenyl)-1H-benzimidazole-4-carboxamide